FC=1C=C(C(=O)OC2=CC=C(C3=C2OCO3)CN[C@H](C(=O)N)C)C=CC1 (S)-2-{[7-(3-fluorobenzoyloxy)benzo[d][1,3]dioxol-4-yl]methylamino}propanamide